FC1(CCN(CC1)C1=NC=2C(=CC(=CC2C=2N1C=C(N2)C(F)(F)F)C)C(C)=NS(=O)C(C)(C)C)F N-(1-(5-(4,4-difluoropiperidin-1-yl)-9-methyl-2-(trifluoromethyl)imidazo[1,2-c]quinazolin-7-yl)ethylidene)-2-methylpropane-2-sulfinamide